O1CCN(CC1)C1=C2C(=NC(=C1)N1N=C(C=C1)C1=CC=CC=C1)C=C(O2)C=2C=NNC2 7-morpholino-5-(3-phenyl-1H-pyrazol-1-yl)-2-(1H-pyrazol-4-yl)furo[3,2-b]pyridine